CC1=CC(=NO1)CC#N 2-(5-methyl-1,2-oxazol-3-yl)ethanenitrile